BrC1=C2C(=C(N=C1)C)NC=C2 4-bromo-7-methyl-1H-pyrrolo[2,3-c]pyridine